COC[C@@H](C(=O)NC=1SC=C(N1)C1=CC=C2CCN(C(C2=C1)=O)C)NC(OC(C)(C)C)=O (S)-tert-butyl (3-methoxy-1-((4-(2-methyl-1-oxo-1,2,3,4-tetrahydroisoquinolin-7-yl)thiazol-2-yl)amino)-1-oxopropan-2-yl)carbamate